4-phenyl-2-((1-((tetrahydro-2H-pyran-4-yl)methyl)piperidin-4-yl)methyl)pyridazin-3(2H)-one, hydrochloride Cl.C1(=CC=CC=C1)C=1C(N(N=CC1)CC1CCN(CC1)CC1CCOCC1)=O